3-(9H-Fluoren-9-ylmethoxycarbonylamino)-3-(4-trifluoromethoxy-benzoyl)-azetidine-1-carboxylic acid tert-butyl ester C(C)(C)(C)OC(=O)N1CC(C1)(C(C1=CC=C(C=C1)OC(F)(F)F)=O)NC(=O)OCC1C2=CC=CC=C2C=2C=CC=CC12